2-(Difluoromethoxy)-4-fluoro-1-methoxybenzene FC(OC1=C(C=CC(=C1)F)OC)F